tert-butyl (5-bromo-6-chloro-9H-pyrido[2,3-b]indol-8-yl)(methyl)carbamate BrC1=C2C3=C(NC2=C(C=C1Cl)N(C(OC(C)(C)C)=O)C)N=CC=C3